OCC1CCN(CC1)C=1SC2=C(N1)C=C(C(=C2)NC(=O)C2=NC(=CC=C2)C)C(=O)OC methyl 2-[4-(hydroxymethyl)-1-piperidyl]-6-[(6-methylpyridine-2-carbonyl)amino]-1,3-benzothiazole-5-carboxylate